(4-butoxy-3-(2,2,2-trifluoroethyl)quinolin-7-yl)((3R,3'R)-3'-hydroxy-2,4-dihydro-1H-spiro[isoquinoline-3,4'-piperidin]-1'-yl)methanone C(CCC)OC1=C(C=NC2=CC(=CC=C12)C(=O)N1C[C@H]([C@@]2(CC1)NCC1=CC=CC=C1C2)O)CC(F)(F)F